FC1=C(C=C(C(=C1[C@H](CC(=O)OCC)N[S@](=O)C(C)(C)C)F)C(F)(F)F)C1=C(C=C(C=C1C)C)C ethyl (3S)-3-[2,4-difluoro-2',4',6'-trimethyl-5-(trifluoromethyl)-[1,1'-biphenyl]-3-yl]-3-{[(R)-2-methylpropane-2-sulfinyl]amino}propanoate